(8-bromo-6-chloro-1-(3,5-dichlorophenyl)-7-methoxy-1,4-dihydrochromeno[4,3-c]pyrazol-3-yl)(3,3-dimethylmorpholino)methanone BrC1=CC2=C(C(=C1OC)Cl)OCC1=C2N(N=C1C(=O)N1C(COCC1)(C)C)C1=CC(=CC(=C1)Cl)Cl